(phenyldibenzothiophenyl)triazine C1(=CC=CC=C1)C1=C(C2=C(SC3=C2C=CC=C3)C=C1)C1=NN=NC=C1